S(=O)(=O)(O)C(C(=O)OCCCC)CC(=O)OCCCC.[K] potassium di-butyl sulfosuccinate